(6aR,7aS)-4-(1,6-dimethyl-1H-indazol-7-yl)-2-((5S)-5-(hydroxymethyl)-2-(2-propenoyl)-2,6-diazaspiro[3.4]octan-6-yl)-6,6a,7,7a-tetrahydro-5H-cyclopropa[h]quinoline-3-carbonitrile CN1N=CC2=CC=C(C(=C12)C1=C(C(=NC=2[C@@H]3[C@H](CCC12)C3)N3[C@@H](C1(CN(C1)C(C=C)=O)CC3)CO)C#N)C